[4-[(2-amino-4-chloro-pyrrolo[3,2-d]pyrimidin-5-yl)methyl]-3-methoxy-phenyl]methanol NC=1N=C(C2=C(N1)C=CN2CC2=C(C=C(C=C2)CO)OC)Cl